5-(4-(benzothien-4-yl)piperazin-1-yl)-1-tosyl-1H-indole-3-carbaldehyde S1C=CC2=C1C=CC=C2N2CCN(CC2)C=2C=C1C(=CN(C1=CC2)S(=O)(=O)C2=CC=C(C)C=C2)C=O